ClC1=CC(=C2C(=CN(C2=C1F)C#C)C=1C=NN(C1)C1OCCCC1)NC(OC(C)(C)C)=O tert-Butyl N-[6-chloro-1-ethynyl-7-fluoro-3-(1-tetrahydropyran-2-ylpyrazol-4-yl)indol-4-yl]carbamate